CC(CN1N=CC(=C1)C1=C(C(=O)OC)C=C(C=C1)NC(=O)C1(CC1)C1=C(C=C(C=C1)OC(F)(F)F)F)(C)C Methyl 2-[1-(2,2-dimethylpropyl)-1H-pyrazol-4-yl]-5-[({1-[2-fluoro-4-(trifluoromethoxy) phenyl]cyclopropyl}carbonyl) amino]benzoate